(R)-4-(1-(4-chlorophenyl)-2-((5-cyanopyridin-2-yl)methyl)-7-fluoro-1-((1-(hydroxymethyl)cyclopropyl)methoxy)-3-oxoisoindoline-5-carbonyl)piperidine-1-carboxylic acid tert-butyl ester C(C)(C)(C)OC(=O)N1CCC(CC1)C(=O)C=1C=C2C(N([C@@](C2=C(C1)F)(OCC1(CC1)CO)C1=CC=C(C=C1)Cl)CC1=NC=C(C=C1)C#N)=O